N-(phenyl(5,6,7,8-tetrahydronaphthalen-2-yl)methyl)-2-oxo-6-(trifluoromethyl)-1,2-dihydropyridine-3-carboxamide C1(=CC=CC=C1)C(NC(=O)C=1C(NC(=CC1)C(F)(F)F)=O)C1=CC=2CCCCC2C=C1